6-methoxy-1-(trifluoromethyl)-3,4-dihydro-1H-isoquinoline-2-carbaldehyde COC=1C=C2CCN(C(C2=CC1)C(F)(F)F)C=O